N-(3-Cyano-4-methyl-1H-indol-7-yl)-3-fluoro-1-methyl-pyrazol-4-sulfonamid C(#N)C1=CNC2=C(C=CC(=C12)C)NS(=O)(=O)C=1C(=NN(C1)C)F